3'-Methyl-2'-oxo-2',3'-dihydrospiro[cyclobutane-1,1'-pyrrolo[2,3-c]quinolin] CN1C(C2(C3=C1C=NC=1C=CC=CC31)CCC2)=O